FC1(CC(C1)N1C(NC(C1)=O)=O)F 1-(3,3-difluorocyclobutyl)imidazolidine-2,4-dione